hydroxy-6-oxo-6,8-dihydro-2H-spiro[benzo[2,1-b:3,4-C']difuran-3,4'-piperidine]-1'-carboxylic acid tert-butyl ester C(C)(C)(C)OC(=O)N1C(CC2(CC1)C1=C(OC2)C=2COC(C2C=C1)=O)O